ClC1=CC=C(C)C=C1 para-chlorotoluene